7-(2-{[(1R,4R,7R)-7-amino-2-azabicyclo[2.2.1]heptane-2-carbonyl]-7-methoxy-1-methyl-1H-1,3-benzodiazol-2-yl}-1-(cyclopropylmethyl)-1H-pyrrolo[2,3-b]pyridin-6-yl)naphthalen-2-ol N[C@H]1[C@@H]2N(C[C@H]1CC2)C(=O)C2=CC=C(C=1N(C(=NC12)C1=CC=2C(=NC(=CC2)C2=CC=C3C=CC(=CC3=C2)O)N1CC1CC1)C)OC